CC(CC/C=C(\\C)/CC/C=C(\\C)/CC/C=C(\\C)/CCC=C(C)C)CCOP(=O)(O)OP(=O)(O)O[C@@H]1[C@@H]([C@H]([C@@H]([C@H](O1)CO)O[C@H]2[C@@H]([C@H]([C@@H]([C@H](O2)CO)O[C@H]3[C@H]([C@H]([C@@H]([C@H](O3)CO)O)O)O)O)NC(=O)C)O)NC(=O)C The molecule is a diacetylchitobiosyldiphosphodolichol. It has a role as a human metabolite, a Saccharomyces cerevisiae metabolite and a mouse metabolite. It is a conjugate acid of a beta-D-mannosyldiacetylchitobiosyldiphosphodolichol(2-).